BrC1=NN2C(N=C(C=C2NC[C@@]2([C@@H](C2)CO)C2=CC=CC=C2)C(F)(F)F)=C1 ((1R,2S)-2-(((2-bromo-5-(trifluoromethyl)pyrazolo[1,5-a]pyrimidin-7-yl)amino)methyl)-2-phenylcyclopropyl)methanol